BrCC=1C=CC=2C3=C(C(NC2C1)=O)NC=C3 7-(bromomethyl)-3,5-dihydro-4H-pyrrolo[2,3-c]quinolin-4-one